NC=1C(=C(C=CC1[N+](=O)[O-])C=1CC(N(CC1)C(=O)OC(C)(C)C)C)OCC(F)F tert-butyl 4-(3-amino-2-(2,2-difluoroethoxy)-4-nitrophenyl)-2-methyl-3,6-dihydropyridine-1(2H)-carboxylate